C(C)(C)(C)OC(N(C(=O)OC(C)(C)C)CCCCCCCC\C=C\C(=O)N1C[C@@H](CCC1)N1N=C(C=2C1=NC=NC2N)C2=CC=C(C=C2)OC2=CC=CC=C2)=O tert-butyl-N-[(E)-11-[(3R)-3-[4-amino-3-(4-phenoxyphenyl) pyrazolo[3,4-d]pyrimidin-1-yl]-1-piperidyl]-11-oxo-undec-9-enyl]-N-tert-butoxycarbonyl-carbamate